NC=1C=C(C=CC1C)C1=NN=C2N1CCC(C2)C2=C(C#N)C=CC=C2 (3-(3-amino-4-methylphenyl)-5,6,7,8-tetrahydro-[1,2,4]triazolo[4,3-a]pyridin-7-yl)benzonitrile